ClC1=C(C(=O)OC)C=C(C(=C1)NC1=CC(=CC=C1)OC(F)F)[N+](=O)[O-] methyl 2-chloro-4-((3-(difluoromethoxy)phenyl)amino)-5-nitrobenzoate